2-((S)-1-((E)-but-2-enoyl)-4-(7-(8-methylnaphthalen-1-yl)-2-(((S)-1-methylpyrrolidin-2-yl)methoxy)-5,6,7,8-tetrahydropyrido[3,4-d]pyrimidin-4-yl)piperazin-2-yl)acetonitrile C(\C=C\C)(=O)N1[C@H](CN(CC1)C=1C2=C(N=C(N1)OC[C@H]1N(CCC1)C)CN(CC2)C2=CC=CC1=CC=CC(=C21)C)CC#N